Phenyl (3-(1-(trifluoromethyl)cyclopropyl)isoxazol-5-yl)carbamate FC(C1(CC1)C1=NOC(=C1)NC(OC1=CC=CC=C1)=O)(F)F